C1(=CC=CC=2CCCCC3=C(C21)C=CC=C3)C(=O)O dibenzocyclooctanic acid